C=CC=CCC(CCCCC)=O 6-undecadienealdehyde